O=C1NC(CCC1N1C(C2=CC=CC(=C2C1=O)N1CCC(CC1)N(C(OC(C)(C)C)=O)C)=O)=O tert-butyl N-[1-[2-(2,6-dioxo-3-piperidyl)-1,3-dioxo-isoindolin-4-yl]-4-piperidyl]-N-methyl-carbamate